N-[(2S,3R)-2-[(3'-chloro-2,5'-difluoro[1,1'-biphenyl]-3-yl)methyl]-1-(cyclopropane-carbonyl)-4,4-difluoropyrrolidin-3-yl]-ethanesulfonamide ClC=1C=C(C=C(C1)F)C1=C(C(=CC=C1)C[C@@H]1N(CC([C@@H]1NS(=O)(=O)CC)(F)F)C(=O)C1CC1)F